C(C)(=O)O[C@H]1C[C@H]([C@@]2(CC[C@H]3/C(/C[C@@H](C[C@@H]3[C@H]2C1=O)C1=CC=CC=C1)=N/OC(C)=O)C)C(=O)OC methyl (1R,3S,4aR,4bS,6R,8aR,10aR,E)-3-acetoxy-8-(acetoxyimino)-10a-methyl-4-oxo-6-phenyltetradecahydrophenanthrene-1-carboxylate